3-(2-acryloyl-2,6-diazaspiro[3.4]octan-6-yl)-5-(1,6-dimethyl-1H-indazol-7-yl)-2-(3-(dimethylamino)propoxy)isonicotinonitrile C(C=C)(=O)N1CC2(C1)CN(CC2)C2=C(C#N)C(=CN=C2OCCCN(C)C)C=2C(=CC=C1C=NN(C21)C)C